[I-].CO[C@@H]1CC[C@H](CC1)C[P+](C1=CC=CC=C1)(C1=CC=CC=C1)C1=CC=CC=C1 ((trans-4-Methoxycyclohexyl)methyl)triphenylphosphonium iodide